N-(6-(4,4-Difluoropiperidin-1-yl)-4-methylpyridin-2-yl)-4-(oxetane-3-sulfonamido)-2-(6-azaspiro[2.5]octan-6-yl)benzamide FC1(CCN(CC1)C1=CC(=CC(=N1)NC(C1=C(C=C(C=C1)NS(=O)(=O)C1COC1)N1CCC2(CC2)CC1)=O)C)F